1-(2,2-dimethyl-1,3-dioxan-5-yl)-4-ethyl-3-(2-methyl-6-{[(1r,4r)-4-(trifluoromethyl)cyclohexyl]oxy}pyrimidin-4-yl)-1H,4H,5H-pyrrolo[3,2-b]pyridin-5-one CC1(OCC(CO1)N1C=C(C=2N(C(C=CC21)=O)CC)C2=NC(=NC(=C2)OC2CCC(CC2)C(F)(F)F)C)C